OCC=1C(=NC(=CC1)OCC1=CC=C(C=C1)OC)C=1CCN(CC1CO)C(=O)OC(C)(C)C tert-butyl 3,5'-bis(hydroxymethyl)-6-((4-methoxybenzyl) oxy)-3',6'-dihydro-[2,4'-bipyridine]-1'(2'h)-carboxylate